tris[2-{2-(hydroxyethoxy)ethoxy}ethyl]amine OCCOCCOCCN(CCOCCOCCO)CCOCCOCCO